N-{2-[4-(3-amino-2-fluorophenyl)-5-(2-chloropyrimidin-4-yl)-1,3-thiazol-2-yl]-2-methylpropyl}oxane-4-carboxamide NC=1C(=C(C=CC1)C=1N=C(SC1C1=NC(=NC=C1)Cl)C(CNC(=O)C1CCOCC1)(C)C)F